(R)-N-[(4-chlorophenyl)methylene]-2-methyl-propane-2-sulfinamide ClC1=CC=C(C=C1)C=N[S@](=O)C(C)(C)C